BrC1=CN=C2N1C=C(C(=C2)N2CCOCC2)[N+](=O)[O-] 4-(3-bromo-6-nitroimidazo[1,2-a]pyridine-7-yl)morpholine